6-bromo-pyrrolo[2,3-b]pyridine BrC1=CC=C2C(=N1)NC=C2